ethyl (R)-2-(6-(1-aminoethyl)-1-(4-(methylamino) butyl)-1H-pyrrolo[2,3-b]pyridin-2-yl)-5-methoxy-3-methylimidazo[1,2-a]pyridine-7-carboxylate N[C@H](C)C1=CC=C2C(=N1)N(C(=C2)C=2N=C1N(C(=CC(=C1)C(=O)OCC)OC)C2C)CCCCNC